BrC=1C(=C(OC2CCC(CC2)C[C@@H](CN2CCN(CC2)C=2N=CC=C3C2N(N=C3C3C(NC(CC3)=O)=O)C)C)C=CC1)C 3-(7-(4-((S)-3-((1r,4S)-4-(3-bromo-2-methylphenoxy)cyclohexyl)-2-methylpropyl)piperazin-1-yl)-1-methyl-1H-pyrazolo[3,4-c]pyridin-3-yl)piperidine-2,6-dione